C[C@@H]1CN(C[C@@H](N1C=1N=CC2=C(N1)C(=NN2)C=2C=NC(=CC2)N2C[C@H](NCC2)C)C)C(=O)OCC Ethyl (3R,5S)-3,5-dimethyl-4-(3-(6-((R)-3-methylpiperazin-1-yl) pyridin-3-yl)-1H-pyrazolo[4,3-d]pyrimidin-5-yl)piperazine-1-carboxylate